3-(tetrahydro-2H-pyran-4-yl)azetidine O1CCC(CC1)C1CNC1